(2-(5-cyclopropyl-3-(3,5-dichloropyridin-4-yl)isoxazol-4-yl)-7-azaspiro[3.5]non-1-en-7-yl)thiazolo[5,4-b]pyridine-5-carboxylic acid C1(CC1)C1=C(C(=NO1)C1=C(C=NC=C1Cl)Cl)C1=CC2(C1)CCN(CC2)C=2SC1=NC(=CC=C1N2)C(=O)O